6-(indoline-1-carbonyl)-3,4-dihydro-1H-1,8-naphthyridin-2-one N1(CCC2=CC=CC=C12)C(=O)C=1C=C2CCC(NC2=NC1)=O